S-isopropyl thioformate C(=O)SC(C)C